C(C1=CC=CC=C1)B1OC(C(O1)(C)C)(C)C 2-benzyl-4,4,5,5-tetramethyl-1,3,2-dioxaborolan